C1(CCCC1)[B-](F)(F)F.[K+] potassium cyclopentyltrifluoroborate salt